C(=CCCCCCCCCCC)N dodecenamine